((6-(3-methyl-4-oxo-3,4-dihydrophthalazin-1-yl)-3,4-dihydroisoquinolin-2(1H)-yl)sulfonyl)carbamic acid tert-butyl ester C(C)(C)(C)OC(NS(=O)(=O)N1CC2=CC=C(C=C2CC1)C1=NN(C(C2=CC=CC=C12)=O)C)=O